[IH2+].F[Sb-](F)(F)(F)(F)F hexafluoroantimonate iodonium salt